1,3-dimethyl-N-[(1s,4s)-4-{[2-(difluoromethyl)imidazo[1,2-a]pyridin-5-yl]amino}cyclohexyl]-1H-pyrazole-4-carboxamide CN1N=C(C(=C1)C(=O)NC1CCC(CC1)NC1=CC=CC=2N1C=C(N2)C(F)F)C